2-[4-[(E)-3-(2-Chloro-4-fluorophenyl)-3-oxoprop-1-enyl]phenoxy]acetic acid ClC1=C(C=CC(=C1)F)C(/C=C/C1=CC=C(OCC(=O)O)C=C1)=O